1-(6-(7-(aminomethyl)-1,6-naphthyridin-2-yl)-3-fluoropyridin-2-yl)-3,5-dimethylpiperidin-4-ol NCC1=NC=C2C=CC(=NC2=C1)C1=CC=C(C(=N1)N1CC(C(C(C1)C)O)C)F